6,7-dihydroxy-naphthalene-3-carboxylic acid OC=1C=C2C=C(C=CC2=CC1O)C(=O)O